COC1=CC=C(C=C1)C1=NC=C2C(=N1)N(C(N(C2=O)CC(=O)NCC2OCCC2)=O)C 1,4-Dihydro-7-(4-methoxyphenyl)-1-methyl-2,4-dioxo-N-[(tetrahydro-2-furanyl)methyl]pyrimido[4,5-d]pyrimidine-3(2H)-acetamide